1-methylcycloheptan-1-amine CC1(CCCCCC1)N